IC1=C(N=C2N1C=CC(=C2)C(F)(F)F)C=2C=C1C(=CN2)N(N=C1)CC(C(F)(F)F)(F)F 5-[3-iodo-7-(trifluoromethyl)imidazo[1,2-a]pyridin-2-yl]-1-(2,2,3,3,3-pentafluoropropyl)pyrazolo[3,4-c]pyridine